(S)-1-(4-fluoropyridin-2-yl)ethylamine FC1=CC(=NC=C1)[C@H](C)N